BrC1OC(OC1)=O 4-bromo-1,3-dioxolane-2-one